Germanium Selenium Telluride [Se]=[Te].[Ge]